BrC1=CC=2C(C3=CC(=CC=C3C2C=C1)Br)(CCCCCCCC)CCCCCCCC 2,7-dibromo-9,9-dioctylfluorene